C(CC[C@@H](C)[C@H]1CC[C@H]2[C@@H]3CCC4CCCC[C@]4(C)[C@H]3CC[C@]12C)N=[N+]=[N-] cholan-24-ylazide